tert-butyl (3S)-3-[[2-[1-(benzenesulfonyl)-5-fluoro-pyrrolo[2,3-b]pyridin-3-yl]-5-chloro-pyrimidin-4-yl]amino]piperidine-1-carboxylate C1(=CC=CC=C1)S(=O)(=O)N1C=C(C=2C1=NC=C(C2)F)C2=NC=C(C(=N2)N[C@@H]2CN(CCC2)C(=O)OC(C)(C)C)Cl